C(CCCCCCCCCCC)SC(SC(C(=O)O)CC(=O)O)=S 2-[[(dodecylthio)thioxomethyl]thio]succinic acid